Racemic-tert-butyl-1-(7-(difluoromethyl)-N-methylindolizine-2-carboxamido)-8,9-difluoro-6-oxo-1,4,5,6-tetrahydrobenzo[c][1,7]naphthyridine C(C)(C)(C)[C@]1(C=2C3=C(C(NC2CN=C1)=O)C=C(C(=C3)F)F)N(C(=O)C=3C=C1C=C(C=CN1C3)C(F)F)C |r|